Cl.N1C(=NCC2=CC=CC=C12)SCCN1C(CCC1)=O 1-(2-((1,4-dihydroquinazolin-2-yl)thio)ethyl)pyrrolidin-2-one hydrochloride